(1-benzyl-3-(4-bromobenzyl)-2,5-dioxoimidazolin-4-yl)-N-hydroxypropionamide C(C1=CC=CC=C1)N1C(N(C(C1=O)C(C(=O)NO)C)CC1=CC=C(C=C1)Br)=O